COC1C2C=CC(C1OC)(C2(C)C)C 5,6-dimethoxy-bornene